CNCCC1OC(OC1)(CCCCCCCC\C=C/C\C=C/CCCCC)CCCCCCCC\C=C/C\C=C/CCCCC N-methyl-2-(2,2-di((9Z,12Z)-octadeca-9,12-dienyl)-1,3-dioxolan-4-yl)ethanamine